[1,3,5]triazine-2,4,6-trione N1C(NC(NC1=O)=O)=O